6-bromo-3-(cyclopropylmethyl)-2-hydroxyquinazolin-4(3H)-one BrC=1C=C2C(N(C(=NC2=CC1)O)CC1CC1)=O